[O-2].[O-2].[Ga+3].[Ag+] silver gallium dioxide